C=CC[C@]1(O)CC[C@H]2[C@@H]3CCC4=CCCCC4[C@H]3CC[C@]12C allyloestrenol